N-((3R)-4-(3-Fluoro-3-(3-(trifluoromethyl)phenyl)pyrrolidin-1-yl)-3-hydroxybutyl)-2-methyl-4,5,6,7-tetrahydro-2H-indazole-5-carboxamide FC1(CN(CC1)C[C@@H](CCNC(=O)C1CC2=CN(N=C2CC1)C)O)C1=CC(=CC=C1)C(F)(F)F